ClC=1C=C(C=CC1F)NC(N(C)[C@H]1COCC=2NC(C=3C=C(C(=CC3C21)F)F)=O)=O (R)-3-(3-Chloro-4-fluorophenyl)-1-(8,9-difluoro-6-oxo-1,4,5,6-tetrahydro-2H-pyrano[3,4-c]isoquinolin-1-yl)-1-methylurea